glycine methyl ester isocyanate (methyl-isocyanatoacetate) CC(C(=O)[O-])N=C=O.[N-]=C=O.COC(CN)=O